(S)-3-(8-methoxy-9-(2-methyl-2H-tetrazol-5-yl)-1-propyl-5,6-dihydropyrrolo[2,1-a]isoquinoline-3-carbonyl)-4-methyloxazolidine-4-carbonitrile COC=1C=C2CCN3C(C2=CC1C=1N=NN(N1)C)=C(C=C3C(=O)N3COC[C@@]3(C#N)C)CCC